C1(CCCCC1)C(COC)(COC)CCC(C)C1CC1 2-cyclohexyl-2-(3-cyclopropylbutyl)-1,3-dimethoxypropane